NC1=NC=CC(=C1)C1=C(C=2C(NC(CC2N1)(C)C)=O)C1=C(C=CC=C1)F 2-(2-aminopyridin-4-yl)-3-(2-fluorophenyl)-6,6-dimethyl-1,5,6,7-tetrahydro-4H-pyrrolo[3,2-c]pyridin-4-one